C\C(=C/CC=1C(=C(C(=O)O)C(=CC1O)CCCCCC)OC[C@H]1CO[C@@H]([C@H]([C@@H]1O)O)O)\CCC=C(C)C 3-[(2E)-3,7-dimethylocta-2,6-dien-1-yl]-6-hexyl-4-hydroxy-2-{[(3S,4R,5S,6S)-4,5,6-trihydroxyoxan-3-yl]methoxy}benzoic acid